Ethyl (S)-1-((1-(tert-butoxycarbonyl)-4-hydroxy-3,3-dimethylpiperidin-4-yl)methyl)-4-(2-fluorophenyl)-6-oxo-1,6-dihydropyridine-3-carboxylate C(C)(C)(C)OC(=O)N1CC([C@](CC1)(O)CN1C=C(C(=CC1=O)C1=C(C=CC=C1)F)C(=O)OCC)(C)C